1-(2-chloro-4-fluorophenyl)-3-azabicyclo[3.1.0]hexane-2,4-dione ClC1=C(C=CC(=C1)F)C12C(NC(C2C1)=O)=O